2-(4-methylpiperazin-1-yl)-N-(4-methylthiazol-2-yl)acetamide CN1CCN(CC1)CC(=O)NC=1SC=C(N1)C